C(#N)C=1C(=CC(=NC1)NC(=O)N1CCCC2=CC(=C(N=C12)C=O)C1CCOCC1)NCCOC N-(5-cyano-4-((2-methoxyethyl)amino)pyridin-2-yl)-7-formyl-6-(tetrahydro-2H-pyran-4-yl)-3,4-dihydro-1,8-naphthyridine-1(2H)-carboxamide